CC1(OC[C@H](N1C(=O)[O-])C1=C(C=C(C=C1)C1=C(N=CO1)C)C(C)(C)C)C (4R)-2,2-dimethyl-4-[4-(4-methyl-1,3-oxazol-5-yl) tert-Butyl phenyl]-1,3-oxazolidine-3-carboxylate